3-methyl-1-butene-1,4-sultone CC1C=CS(=O)(=O)OC1